CC1(C=CC=C1)[Ti] (Methylcyclopentadienyl)titanium